(3-(4-benzoylpiperazine-1-carbonyl)benzyl)quinazoline-2,4(1h,3h)-dione C(C1=CC=CC=C1)(=O)N1CCN(CC1)C(=O)C=1C=C(CN2C(NC(C3=CC=CC=C23)=O)=O)C=CC1